tert-butyl 4-[[3-[[4-[[(7R)-8-cyclopentyl-7-ethyl-5-methyl-6-oxo-7H-pteridin-2-yl]amino]-3-methoxybenzoyl]amino]cyclobutyl]methyl]piperidine-1-carboxylate C1(CCCC1)N1[C@@H](C(N(C=2C=NC(=NC12)NC1=C(C=C(C(=O)NC2CC(C2)CC2CCN(CC2)C(=O)OC(C)(C)C)C=C1)OC)C)=O)CC